(R)-N-(3-(1-((2-amino-5-(1-methyl-1H-pyrazol-4-yl)pyridin-3-yl)oxy)ethyl)phenyl)-3-fluoro-4-(methylthio)benzamide NC1=NC=C(C=C1O[C@H](C)C=1C=C(C=CC1)NC(C1=CC(=C(C=C1)SC)F)=O)C=1C=NN(C1)C